C(C)(C)OC1=C(C=CC=C1)C1=CC=C(C(=N1)N1C(C[C@@H](C1)C)(C)C)C(=O)NS(=O)(=O)C=1C(NC=CC1)=O 6-(2-Isopropoxyphenyl)-N-[(2-oxo-1H-pyridin-3-yl)sulfonyl]-2-[(4S)-2,2,4-trimethylpyrrolidin-1-yl]pyridin-3-carboxamid